CC1=C(C2=CC3=C(C(=C(N3)C=C4C(=C(C(=N4)C=C5C(=C(C(=N5)C=C1N2)C)CCC(=O)O)C)CCC(=O)O)C)CCC(=O)O)CCC(=O)O The molecule is a coproporphyrin. It has a role as a human metabolite. It is a conjugate acid of a coproporphyrin III(4-).